(5-bromopyrimidin-2-yl)-methylamine BrC=1C=NC(=NC1)NC